CN1C(CCC1)CC N-methylethylpyrrolidine